2-(4-tert-butyl-5-chloro-2-methyl-phenyl)-5-methoxy-1H-1,7-naphthyridin-4-one C(C)(C)(C)C1=CC(=C(C=C1Cl)C=1NC2=CN=CC(=C2C(C1)=O)OC)C